1-butyl-2,3-dimethylimidazolium azide [N-]=[N+]=[N-].C(CCC)N1C(=[N+](C=C1)C)C